C(C)N1C[C@H](C[C@H](C1)NC=1OC=2C(=NC(=CN2)C=2C(=CC3=C(CCO3)C2O)C)N1)O (3S,5R)-1-Ethyl-5-[[5-(4-hydroxy-6-methyl-2,3-dihydrobenzofuran-5-yl)oxazolo[4,5-b]pyrazin-2-yl]amino]piperidin-3-ol